C(C1=CC=CC=C1)(=O)OC(C1=CC=CC=C1)C=1N(C=2CC(CC(C2C1)=O)(C)C)C1=C(C=CC=C1)C (6,6-dimethyl-4-oxo-1-(o-tolyl)-4,5,6,7-tetrahydro-1H-indol-2-yl)(phenyl)methyl benzoate